ethyl 4-ethoxyhexahydropyridazine-3-carboxylate C(C)OC1C(NNCC1)C(=O)OCC